FC1=C(C(=O)N2[C@@H]3CN([C@H](C2)C3)C3=CC=C(C=N3)C#N)C=C(C=C1)CC1=NNC(C3=CC=C(C=C13)C#CC)=O 6-[(1S,4S)-5-[2-fluoro-5-[(4-oxo-7-prop-1-ynyl-3H-phthalazin-1-yl)methyl]benzoyl]-2,5-diazabicyclo[2.2.1]heptan-2-yl]pyridine-3-carbonitrile